6-chloro-N-(4-(2-propylhydrazine-1-carbonyl)benzyl)-2-naphthamide ClC=1C=C2C=CC(=CC2=CC1)C(=O)NCC1=CC=C(C=C1)C(=O)NNCCC